2-((7-(trifluoromethyl)quinazolin-4-yl)amino)propanoic acid hydrochloride Cl.FC(C1=CC=C2C(=NC=NC2=C1)NC(C(=O)O)C)(F)F